4,5-dideuterio-3,6-dichloropyridazine [2H]C1=C(N=NC(=C1[2H])Cl)Cl